hydroxyethyl-phenoxy-diethylphosphoramide OCCN(P(=O)(N(CC)CC)N)OC1=CC=CC=C1